CC=1C2=C(N=CN1)N(C=C2)[C@@H]2O[C@@H]([C@H]([C@H]2O)O)[C@@H]2OCC(C1=CC=CC=C21)(F)F (2R,3R,4S,5S)-2-(4-methylpyrrolo[2,3-d]pyrimidin-7-yl)-5-[(1R)-4,4-difluoroisochroman-1-yl]tetrahydrofuran-3,4-diol